(S)-N-1-(4-bromophenyl)ethyl-2-(6-methyl-4-oxopyrrolo[1,2-d][1,2,4]triazin-3(4H)yl)acetamide BrC1=CC=C(C=C1)[C@H](C)NC(CN1N=CC=2N(C1=O)C(=CC2)C)=O